3-(7-((3-fluoro-1-methylpiperidin-4-yl)amino)-3-(1H-pyrrol-1-yl)benzo[b]thiophen-2-yl)prop-2-yn FC1CN(CCC1NC1=CC=CC2=C1SC(=C2N2C=CC=C2)C#CC)C